FC(CC1CN(CC1)[C@H](C)C1=CC=CC2=CC=CC=C12)(F)F 3-(2,2,2-trifluoroethyl)-N-((R)-1-(naphthalen-1-yl)ethyl)pyrrolidine